5-(4-amino-5-(trifluoromethyl)pyrrolo[2,1-f][1,2,4]triazin-7-yl)-N-((3R,4S)-4-fluoro-1-(2-hydroxy-3-(1,1,2,2-tetrafluoroethoxy)propyl)pyrrolidin-3-yl)-2-methoxynicotinamide NC1=NC=NN2C1=C(C=C2C=2C=NC(=C(C(=O)N[C@@H]1CN(C[C@@H]1F)CC(COC(C(F)F)(F)F)O)C2)OC)C(F)(F)F